O1C(OCC1)CCCCCCN1C(C(=CC2=C1N=CN=C2Cl)C2(CCS(CC2)(=O)=O)C#N)=O 4-(8-(6-(1,3-dioxolan-2-yl)hexyl)-4-chloro-7-oxo-7,8-dihydropyrido[2,3-d]pyrimidin-6-yl)tetrahydro-2H-thiopyran-4-carbonitrile 1,1-dioxide